6-((3R,5R)-3,5-dimethylpiperazin-1-yl)pyrazine-2-carbonitrile C[C@@H]1CN(C[C@H](N1)C)C1=CN=CC(=N1)C#N